3-(4-(4-methylpiperazin-1-yl)-2-nitrophenoxy)oxetan-3-carbonitrile CN1CCN(CC1)C1=CC(=C(OC2(COC2)C#N)C=C1)[N+](=O)[O-]